6-(2-(4-Fluoro-3-methylphenyl)pyridin-3-yl)-[1,2,4]triazolo[4,3-a]pyridine FC1=C(C=C(C=C1)C1=NC=CC=C1C=1C=CC=2N(C1)C=NN2)C